7-[1-(1-Cyano-4-piperidyl)-3-(2-hydroxyethyl)-5-methyl-pyrazol-4-yl]-5-[(1R)-1-(5-fluoro-2-pyridyl)ethoxy]imidazo[1,2-a]pyridine-3-carbonitrile C(#N)N1CCC(CC1)N1N=C(C(=C1C)C1=CC=2N(C(=C1)O[C@H](C)C1=NC=C(C=C1)F)C(=CN2)C#N)CCO